C1=CC=CC=2C3=CC=CC=C3C(C12)COC(=O)N([C@H](C(=O)O)CC=1C=NC=CC1)C (2S)-2-[9H-fluoren-9-ylmethoxycarbonyl(methyl)amino]-3-pyridin-3-ylpropanoic acid